COC1=CC=2CN[C@H]3CCC4=C([C@@H]3C2C=C1C)C=C(C(=C4)OC)OC (6aS,12bR)-3,10,11-trimethoxy-2-methyl-5,6,6a,7,8,12b-hexahydrobenzo[a]phenanthridine